Chloro(2-dicyclohexylphosphino-2',6'-dimethoxy-1,1'-biphenyl) ClC=1C(=C(C=CC1)C1=C(C=CC=C1OC)OC)P(C1CCCCC1)C1CCCCC1